NC1=C(C=NN1C=1C=NC(=CC1C)OC1=C(C=CC=C1F)F)C(=O)C1=CC=2C(=CC=3CCN(C(C3C2)CO)C2CN(C2)C)N1 (5-amino-1-{6-[(2,6-difluorophenyl)oxy]-4-methylpyridin-3-yl}pyrazol-4-yl)[5-(hydroxymethyl)-6-(1-methylazetidin-3-yl)-5,6,7,8-tetrahydro-1H-pyrrolo[2,3-g]isoquinolin-2-yl]methanone